tert-Butyl N-(1-oxo-7-piperazin-1-ylsulfonyl-2,3,3a,4-tetrahydropyrrolo[2,1-c][1,4]benzoxazin-3-yl)carbamate O=C1CC(C2COC3=C(N21)C=CC(=C3)S(=O)(=O)N3CCNCC3)NC(OC(C)(C)C)=O